2-fluoro-4-(1-(5-(methoxycarbonyl)furo[3,2-b]pyridin-7-yl)ethyl)benzoic acid FC1=C(C(=O)O)C=CC(=C1)C(C)C1=C2C(=NC(=C1)C(=O)OC)C=CO2